C(C=C)N1[C@H](CCC1)CNC(=O)N 1-[[(2R)-1-(prop-2-enyl)pyrrolidin-2-yl]methyl]urea